3-[[3-[2-[(Z)-non-3-enyl]-1-tetradecyl-hexadecoxy]-3-oxo-propyl]disulfanyl]propanoic acid C(C\C=C/CCCCC)C(C(OC(CCSSCCC(=O)O)=O)CCCCCCCCCCCCCC)CCCCCCCCCCCCCC